2-(((8Z,11Z,14Z)-octadeca-8,11,14,17-tetraen-1-yl)oxy)butanoic acid C(CCCCCC\C=C/C\C=C/C\C=C/CC=C)OC(C(=O)O)CC